1-(2,2-difluorovinyl)-naphthylbenzene FC(=CC1=C(C=CC2=CC=CC=C12)C1=CC=CC=C1)F